N-{2-[(4-{3-[2-fluoro-5-(trifluoromethyl)phenyl]-1H-pyrrolo[3,2-b]pyridin-2-yl}pyridin-3-yl)oxy]ethyl}-N-methylprop-2-enamide FC1=C(C=C(C=C1)C(F)(F)F)C1=C(NC=2C1=NC=CC2)C2=C(C=NC=C2)OCCN(C(C=C)=O)C